ClC1=CC(=CC(=N1)N1CCN(CC1)S(=O)(=O)C1=CC=C(C=C1)NC(C1=C(C=CC(=C1)CN1CCC2C1CN(C2)C)OC)=O)C(F)(F)F N-[4-[4-[6-chloro-4-(trifluoromethyl)-2-pyridyl]piperazin-1-yl]sulfonylphenyl]-2-methoxy-5-[(5-methyl-2,3,3a,4,6,6a-hexahydropyrrolo[2,3-c]pyrrol-1-yl)methyl]benzamide